1-(1-methyl-1H-imidazol-2-yl)ethan-1-one CN1C(=NC=C1)C(C)=O